ethyl 2-chloro-4-((2,4-dimethoxybenzyl) amino)-6-methylnicotinate ClC1=C(C(=O)OCC)C(=CC(=N1)C)NCC1=C(C=C(C=C1)OC)OC